4-bromo-1,3,8-trihydroxy-6-methyl-9,10-dihydroanthracene-9,10-dione BrC1=C(C=C(C=2C(C3=C(C=C(C=C3C(C12)=O)C)O)=O)O)O